ClC1=CC=C(C=C1)CNC(=O)C1=CC=2C(=NC=C(N2)N2C(N(CC2)CC(=O)OC(C)(C)C)=O)N(C1=O)CC(=O)N1CC(C1)F tert-butyl [3-(7-{[(4-chlorophenyl)methyl]carbamoyl}-5-[2-(3-fluoroazetidin-1-yl)-2-oxoethyl]-6-oxo-5,6-dihydropyrido[2,3-b]pyrazin-2-yl)-2-oxoimidazolidin-1-yl]acetate